ClC1=CC(=C(C=C1)NC(OC(C)(C)C)=O)C(CC1CCOCC1)=O tert-butyl N-[4-chloro-2-(2-tetrahydropyran-4-ylacetyl)phenyl]carbamate